N-(2,3,5,6-Tetrafluoro-3'-(trifluoromethoxy)-[1,1'-biphenyl]-4-yl)cyclopent-1-ene-1,2-dicarboxamide FC1=C(C(=C(C(=C1F)NC(=O)C1=C(CCC1)C(=O)N)F)F)C1=CC(=CC=C1)OC(F)(F)F